C(C(=C)C)(=O)OCCC[Si](OC)(OC)C 3-(methacryloxy)propyl-methyl-dimethoxysilane